methoxy-5-[[2-[(2R,5S)-5-methyl-2-[2-(methylamino)-1,3-benzothiazol-5-yl]-1-piperidyl]-2-oxo-acetyl]amino]pyridine-3-carboxamide COC1=NC=C(C=C1C(=O)N)NC(C(=O)N1[C@H](CC[C@@H](C1)C)C=1C=CC2=C(N=C(S2)NC)C1)=O